FC(CN=C=O)F 1,1-difluoro-2-isocyanato-ethane